2,4-dichloro-5-((ethoxy-2,2,2-d3)methyl)pyrimidine 5-(tert-butyl)-3-methyl-1,2-phenylene bis(pyrrolidine-1-carboxylate) N1(CCCC1)C(=O)OC1=C(C(=CC(=C1)C(C)(C)C)C)OC(=O)N1CCCC1.ClC1=NC=C(C(=N1)Cl)COCC([2H])([2H])[2H]